Methyl-(2S,3R,4S)-1-acetyl-2-ethyl-3-methyl-4-(4-((2-(prop-2-yn-1-yloxy)ethoxy)methyl)-1H-1,2,3-triazol-1-yl)-1,2,3,4-tetrahydroquinoline-6-carboxylate COC(=O)C=1C=C2[C@H]([C@@H]([C@@H](N(C2=CC1)C(C)=O)CC)C)N1N=NC(=C1)COCCOCC#C